ClC(C(C)(C)O)(Cl)Cl Trichlorotert-butanol